C(C)OC(=O)C1=CC2=C(S1)C=CC(=C2)O 5-hydroxybenzo[b]thiophene-2-carboxylic acid ethyl ester